O\N=C(\C(=O)N(C)C)/S(=O)(=O)C (Z)-2-(hydroxyimino)-2-(methylsulfonyl)-N,N-dimethylacetamide